6-phenyl-N-((2-((tetrahydro-2H-pyran-4-yl)methyl)-1,2,3,4-tetrahydroisoquinolin-5-yl)methyl)pyridazin-3-amine C1(=CC=CC=C1)C1=CC=C(N=N1)NCC1=C2CCN(CC2=CC=C1)CC1CCOCC1